dimethylaniline CN(C)C1=CC=CC=C1